COC1=CC=C(CN2C(C3=CC=CC=C3C=N2)=O)C=C1 2-(4-methoxybenzyl)phthalazin-1(2H)-one